C(=O)(O)[C@@H](CCCC1=CC=C(C=C1)OCCOCCOCC)N1CCN(CCN(CCN(CC1)[C@@H](C(=O)[O-])CO)[C@@H](C(=O)[O-])CO)[C@@H](C(=O)[O-])CO.[Gd+3] gadolinium (2R,2'R,2''R)-2,2',2''-{10-[(1R)-1-carboxy-4-{4-[2-(2-ethoxyethoxy)ethoxy]phenyl}butyl]-1,4,7,10-tetraazacyclododecane-1,4,7-triyl}tris(3-hydroxypropanoate)